CO[Si](CCC[N+](CCCCCCCCCCCCCCCCCC)(C)C)(OC)OC 3-(tri-methoxysilyl)propyldimethyl-octadecyl-ammonium